tridodecyl-{(chlorodimethylsilyl)methyl}ammonium bis(trifluoromethanesulfonyl)imide [N-](S(=O)(=O)C(F)(F)F)S(=O)(=O)C(F)(F)F.C(CCCCCCCCCCC)[N+](C[Si](C)(C)Cl)(CCCCCCCCCCCC)CCCCCCCCCCCC